ClC1=NC=C(C(=N1)Cl)CNC=1C(=NN(C1C)C)C N-((2,4-dichloropyrimidin-5-yl)methyl)-1,3,5-trimethyl-1H-pyrazol-4-amine